COC=1C(=CC2=CN(N=C2C1)C1CCN(CC1)C(=O)[O-])[N+](=O)[O-] 4-(6-Methoxy-5-nitro-2H-indazol-2-yl)piperidine-1-carboxylate